C(C)(C)(C)OC(=O)N[C@@H](CC(NC1=C(C=CC=C1)F)=O)C(=O)OC(C)(C)C Tert-butyl N2-(tert-butoxycarbonyl)-N4-(2-fluorophenyl)-L-asparaginate